benzoic acid dimethyl acetal COC(C1=CC=CC=C1)(O)OC